(1H-pyrrolo[2,3-b]pyridin-5-yl)methylamine N1C=CC=2C1=NC=C(C2)CN